N[C@H](C(=O)O)[C@H](C)C1=C2CCCC2=CC=C1 (2S,3R)-2-amino-3-(2,3-dihydro-1H-inden-4-yl)butyric acid